C(C(=C)C)(=O)OC(CC)(CC)CC 1,1-diethylpropyl methacrylate